2-(2,6-dioxopiperidin-3-yl)-4-(3-methyl-4-((3-phenoxyazetidin-1-yl)methyl)benzylamino)isoindoline-1,3-dione O=C1NC(CCC1N1C(C2=CC=CC(=C2C1=O)NCC1=CC(=C(C=C1)CN1CC(C1)OC1=CC=CC=C1)C)=O)=O